di-(2-hydroxypropionic acid) diammonium titanium [Ti+4].[NH4+].[NH4+].OC(C(=O)O)C.OC(C(=O)O)C